C12C(=CC(C=C1)C2)C(=O)O bicyclo[2.2.1]hepta-2,5-diene-2-carboxylic acid